ClC=1C(=NC(=NC1)N1C[C@H](N(CC1)C(=O)OC(C)(C)C)C)N1CC(C1)C(N(C)C(C)(C)C1=CN=C2N1C=CC=C2)=O tertbutyl (R)-4-(5-chloro-4-(3-((2-(imidazo[1,2-a]pyridin-3-yl)propan-2-yl)(methyl)carbamoyl)azetidin-1-yl)pyrimidin-2-yl)-2-methylpiperazine-1-carboxylate